COC=C (methoxy)ethylene